1-((S)-2-((2S,3S,5R,8R,9R,10S,13S,14S,17S)-2-ethyl-3-hydroxy-3,13-dimethylhexadecahydro-1H-cyclopenta[a]phenanthren-17-yl)-2-hydroxypropyl)-1H-pyrazole-4-carbonitrile C(C)[C@H]1C[C@@H]2[C@H]3CC[C@@]4([C@H](CC[C@H]4[C@@H]3CC[C@@H]2C[C@]1(C)O)[C@](CN1N=CC(=C1)C#N)(C)O)C